FC(C(=O)O)(F)F.ClC1=C(C=CC(=C1)C(F)(F)F)NC(CN1C(=C(C(C=2C1=NC=C(N2)N(C)C)=O)N2C(CNCC2)C)CC)=O N-(2-chloro-4-(trifluoromethyl)phenyl)-2-(2-(dimethylamino)-6-ethyl-7-(2-methylpiperazin-1-yl)-8-oxopyrido[2,3-b]pyrazin-5(8H)-yl)acetamide trifluoroacetate